ethyl 4-[2,6-difluoro-4-(3-formyl-thiophen-2-yl)-phenoxy]-butyrate FC1=C(OCCCC(=O)OCC)C(=CC(=C1)C=1SC=CC1C=O)F